(-)-2-({4-[(2-imino-4-methyl-2,3-dihydro-1,3-oxazol-3-yl)methyl]-1H-1,3-benzodiazol-2-yl}amino)-2-[3-(trifluoromethyl)phenyl]propan-1-ol N=C1OC=C(N1CC1=CC=CC=2NC(=NC21)NC(CO)(C)C2=CC(=CC=C2)C(F)(F)F)C